COC(=O)C1=C(NC=2CCCC(C2C1C=1C2=C(SC1)C=CC=C2)=O)C 4-(benzo[b]thiophen-3-yl)-2-methyl-5-oxo-1,4,5,6,7,8-hexahydro-quinoline-3-carboxylic acid methyl ester